[C@H]12COC[C@H](CC1)N2C=2C1=C(N=CN2)NC(=C1)C1=CC=C(C=C1)NC(C1=NC=CC(=C1)CN1C[C@@H](CCC1)NC(C(=C)Cl)=O)=O N-(4-(4-((1R,5S)-3-oxa-8-azabicyclo[3.2.1]octan-8-yl)-7H-pyrrolo[2,3-d]pyrimidin-6-yl)phenyl)-4-(((R)-3-(2-chloroacrylamido)piperidin-1-yl)methyl)picolinamide